C(C)(C)(C)[Si](OC1C(=CCC1)B1OC(C(O1)(C)C)(C)C)(C)C tert-Butyldimethyl((2-(4,4,5,5-tetramethyl-1,3,2-dioxaborolan-2-yl)cyclopent-2-en-1-yl)oxy)silane